C(C)O/C=C/C1=NC(=NC(=C1)C)N1CCN(CC1)C(C)=O (E)-1-(4-(4-(2-ethoxyvinyl)-6-methylpyrimidin-2-yl)piperazin-1-yl)ethan-1-one